(S)-N-[[4-(1,2-dihydroxyethyl)-1-(4-(trifluoromethoxy)phenyl)-1H-pyrazolo[3,4-b]pyridin-3-yl]methyl]acrylamide O[C@H](CO)C1=C2C(=NC=C1)N(N=C2CNC(C=C)=O)C2=CC=C(C=C2)OC(F)(F)F